(6aR,9aS)-5,6a,7,8,9,9a-hexahydro-5-methyl-3-(phenylamino)-2-((4-(6-fluoropyridin-2-yl)phenyl)methyl)-cyclopent[4,5]imidazo[1,2-a]-pyrazolo[4,3-e]pyrimidin-4(2H)-one CN1C=2N(C=3C(C1=O)=C(N(N3)CC3=CC=C(C=C3)C3=NC(=CC=C3)F)NC3=CC=CC=C3)[C@@H]3[C@H](N2)CCC3